7-(2-((1S,3R)-3-Acetaminocyclohexane-1-carboxamido)pyridin-4-yl)-2,2-dimethyl-2,3-dihydro-1H-pyrrolizine-5-carboxamide N(C(=O)C)[C@H]1C[C@H](CCC1)C(=O)NC1=NC=CC(=C1)C=1C=C(N2CC(CC12)(C)C)C(=O)N